CN(CCCCCC(=O)OC(CCCC=CCCCCC)C(CCCC=CCCCCC)CCC\C=C/CCCCC)C 12-((Z)-dec-4-en-1-yl)docosa-6,16-dien-11-yl 6-(dimethylamino)hexanoate